CC1(CNC(O1)=O)C 5,5-dimethyl-1,3-oxazolidin-2-one